C1(=CC=CC=C1)CCCOC1=CC=C2C(=C(C(C2=C1)=O)C=1C=NC=CC1)C1=NNC=C1 6-(3-phenylpropoxy)-3-(1H-pyrazol-3-yl)-2-(pyridin-3-yl)-1H-inden-1-one